triethoxytrifluoro-cyclotriphosphazene tert-butyl-(R)-((3-(2-(4-cyano-2-methoxyphenoxy)-5-(4-cyanophenyl)-4-methylnicotinamido)phenyl)(methyl)(oxo)-λ6-sulfaneylidene)carbamate C(C)(C)(C)OC(N=[S@@](=O)(C)C1=CC(=CC=C1)NC(C1=C(N=CC(=C1C)C1=CC=C(C=C1)C#N)OC1=C(C=C(C=C1)C#N)OC)=O)=O.C(C)OP1(=NP(=NP(=N1)(F)OCC)(F)OCC)F